[N+](=O)([O-])C1=CC=C(OC(=O)OCC=2C=C(C=CC2)NC(OC(C)(C)C)=O)C=C1 tert-butyl [3-({[(4-nitrophenoxy)carbonyl]oxy}methyl)phenyl]carbamate